tris(4-Methylphenyl)phosphine CC1=CC=C(C=C1)P(C1=CC=C(C=C1)C)C1=CC=C(C=C1)C